(R)-3-(bromomethyl)pyrrolidin-2-one BrC[C@H]1C(NCC1)=O